2-cyclopentylamino-2,4,6,8-tetramethylcyclotetrasiloxane C1(CCCC1)N[Si]1(O[SiH](O[SiH](O[SiH](O1)C)C)C)C